4-[(2-{3-[(2-chloro-4-methanesulfonyl-phenyl)amino]prop-1-yn-1-yl}-1-(2,2,2-trifluoroethyl)-1H-indol-4-yl)amino]-1λ6-thiane-1,1-dione ClC1=C(C=CC(=C1)S(=O)(=O)C)NCC#CC=1N(C2=CC=CC(=C2C1)NC1CCS(CC1)(=O)=O)CC(F)(F)F